C1(CCC1)N1N=C2C(N(C(C=C2N2[C@H](CN([C@@H](C2)C)C(C)C=2C=C3N=CC=NC3=CC2)C)=O)C)=C1 2-cyclobutyl-7-((2S,5R)-2,5-dimethyl-4-(1-(quinoxalin-6-yl)ethyl)piperazin-1-yl)-4-methyl-2,4-dihydro-5H-pyrazolo[4,3-b]pyridin-5-one